C(CCC)C1(CS(C2=C(N(C1)C1=CC=CC=C1)C=C(C(=C2)O\C=C(\C(=O)O)/F)SC)(=O)=O)CC (Z)-3-((3-butyl-3-ethyl-7-(methylthio)-1,1-dioxido-5-phenyl-2,3,4,5-tetrahydro-1,5-benzothiazepin-8-yl)oxy)-2-fluoroacrylic acid